ClC=1C=CC=C2C=CC=C(C12)[C@@H]1CC=2N=C(N=C(C2CO1)N1C[C@@H](N(CC1)C(=O)OC(C)(C)C)CC#N)S(=O)(=O)C tert-butyl (S)-4-((S)-7-(8-chloronaphthalen-1-yl)-2-(methylsulfonyl)-7,8-dihydro-5H-pyrano[4,3-d]pyrimidin-4-yl)-2-(cyanomethyl)piperazine-1-carboxylate